FC(C1=CC=C(C=N1)NC=1C(=NC=CN1)N1CCN(CC1)C(C=C)=O)F 1-(4-(3-((6-(difluoromethyl)pyridin-3-yl)amino)pyrazin-2-yl)piperazin-1-yl)prop-2-en-1-one